N1=CC(=CC=C1)CC(C(=O)O)CC (pyridin-3-ylmethyl)butanoic acid